COC1=CC=C(C=C1)C(C)(C)C1=C(NC=2N(C1=O)N=C(C2N2CCCCC2)C2=CC=CC=C2)C 6-(2-(4-methoxyphenyl)propan-2-yl)-5-methyl-2-phenyl-3-(piperidin-1-yl)pyrazolo[1,5-a]pyrimidin-7(4H)-one